CC=1C(=C(C(=O)C2=CC(=CC=C2)C)C=CC1)OC 3,3'-dimethyl-methoxybenzophenone